1-amino-2-(3-hydroxy-2,6-dimethylphenyl)-5-methyl-2,6,7,8-tetrahydro-9H-2,4,8-triazabenzo[cd]azulen-9-one NC=1N(C2=C3C(CCNC(C13)=O)=C(N=C2)C)C2=C(C(=CC=C2C)O)C